(R)-9-(3-((1-(3-fluoropropyl)pyrrolidin-3-yl)oxy)phenyl)-8-(4-methylcyclohexyl)-6,7-dihydro-5H-benzo[7]annulene-3-carboxylic acid FCCCN1C[C@@H](CC1)OC=1C=C(C=CC1)C1=C(CCCC2=C1C=CC(=C2)C(=O)O)C2CCC(CC2)C